Chlorourea ClNC(=O)N